ClC=1C=C(C=C(C1)Cl)C1(CC(=NO1)C1=CC=C(C=C1)NS(=O)(=O)C)C(F)(F)F N-(4-(5-(3,5-dichlorophenyl)-5-(trifluoromethyl)-4,5-dihydroisoxazol-3-yl)phenyl)methanesulfonamide